FC1=CC(=CC=2N(C=NC21)C(C)C)C2=CC(=NC=C2C)NC(=O)[C@@H]2C[C@@H](CCC2)NS(=O)(=O)C (1S,3R)-N-(4-(4-fluoro-1-isopropyl-1H-benzo[d]imidazol-6-yl)-5-methylpyridin-2-yl)-3-(methyl-sulfonamido)cyclohexane-1-carboxamide